ClC1=CC(=C(OOC2=NC(=CC=C2)C=2C=NNC2)C=C1)F 2-((4-chloro-2-fluorophenoxy)oxy)-6-(1H-pyrazol-4-yl)pyridine